(3aR,7aS)-2-{4-[4-(1,2-benzisothiazol-3-yl)piperazin-1-yl]butyl}hexahydro-1H-isoindole S1N=C(C2=C1C=CC=C2)N2CCN(CC2)CCCCN2C[C@H]1CCCC[C@H]1C2